OC[C@H](C1=CC(=CC=C1)C(F)(F)F)N1C(C=C(C=C1)C=1C=C2C(=NNC2=CC1)C=1C=NC(=CC1)OC(C)C)=O (S)-1-(2-hydroxy-1-(3-(trifluoromethyl)phenyl)ethyl)-4-(3-(6-isopropoxypyridin-3-yl)-1H-indazol-5-yl)pyridin-2(1H)-one